N[C@@H](C(=O)N1CCN(CC1)C1=CC(=CC=C1)C(F)(F)F)C1=CC=CC=C1 (R)-2-Amino-2-Phenyl-1-(4-(3-(Trifluoromethyl)Phenyl)Piperazin-1-yl)Ethan-1-One